3-(3-Aminopropoxy)-3,3-dimethyl-1-propenyltrimethoxysilan NCCCOC(C=C[Si](OC)(OC)OC)(C)C